1-(Methyl-d3)pyrrolidine-2-methanol C(N1C(CCC1)CO)([2H])([2H])[2H]